tert-butyl 4-(4-benzyloxybutoxy)piperidine-1-carboxylate C(C1=CC=CC=C1)OCCCCOC1CCN(CC1)C(=O)OC(C)(C)C